tert-butyl (3R)-3-(methyl(5-(1,2,3,4-tetrahydro-1,8-naphthyridin-2-yl)pentyl)amino)pyrrolidine-1-carboxylate CN([C@H]1CN(CC1)C(=O)OC(C)(C)C)CCCCCC1NC2=NC=CC=C2CC1